COC=1C=C(C=CC1)C1(CCCC1)NC(C1=CC(=CC=C1)N1C=NN=C1)=O N-(1-(3-methoxyphenyl)cyclopentyl)-3-(4H-1,2,4-triazol-4-yl)benzamide